N,N-dimethyl-2-(5-(2-methyl-1,2,3,4-tetrahydroisoquinolin-7-yl)-1-((2-(trimethylsilyl)ethoxy)methyl)-1H-pyrrolo[2,3-b]pyridin-3-yl)oxazole-4-carboxamide CN(C(=O)C=1N=C(OC1)C1=CN(C2=NC=C(C=C21)C2=CC=C1CCN(CC1=C2)C)COCC[Si](C)(C)C)C